Cl.CN1C(C2(C3=C1C=NC=1C=CC(=CC31)C=3C=C(C(=NC3)OCCCN3CCCCC3)NS(=O)(=O)C=3N=CSC3)CCC2)=O N-(5-(3'-Methyl-2'-oxo-2',3'-dihydrospiro[cyclobutane-1,1'-pyrrolo[2,3-c]quinolin]-8'-yl)-2-(3-(piperidin-1-yl)propoxy)pyridin-3-yl)thiazole-4-sulfonamide hydrochloride